(R)-N-(2-(4-cyclopropyl-1,4-diazepan-1-yl)-4-methoxy-5-((6-(3-(3-phenoxyphenyl)isoxazolidin-2-yl)pyrimidin-4-yl)amino)phenyl)acrylamide C1(CC1)N1CCN(CCC1)C1=C(C=C(C(=C1)OC)NC1=NC=NC(=C1)N1OCC[C@@H]1C1=CC(=CC=C1)OC1=CC=CC=C1)NC(C=C)=O